ClC1=C(C=C(C#N)C=C1)C=1NC2=CC(=C(C(=C2C(C1)=O)F)N1CC2(C1)CN(C2)C)F 4-chloro-3-(5,7-difluoro-6-(6-methyl-2,6-diazaspiro[3.3]heptan-2-yl)-4-oxo-1,4-dihydroquinolin-2-yl)benzonitrile